7-(tert-butoxycarbonyl)-4-methyl-3-oxo-1-phenyl-2,10-dioxa-4,7-diazadodecan-12-yl acetate C(C)(=O)OCCOCCN(CCN(C(OCC1=CC=CC=C1)=O)C)C(=O)OC(C)(C)C